[Cl-].[Cl-].[Zr+2].C(C)(C1C=CC2=CC=CC=C12)C1C=CC2=CC=CC=C12 rac-ethylidenebisindene zirconium dichloride